COC(=O)C1=C(SC(=C1)Cl)N1C(=C(C=C1C)C=C(C1=NC2=C(C=NC(=C2)OC)N1)C#N)C 5-chloro-2-(3-(2-cyano-2-(6-methoxy-3H-imidazo[4,5-c]pyridin-2-yl)vinyl)-2,5-dimethyl-1H-pyrrol-1-yl)thiophene-3-carboxylic acid methyl ester